isobutyl-methyl-thiourethane C(C(C)C)N(C(=S)OCC)C